C(C1=CC=CC=C1)N(C(C1=CC(=C(C(=O)NC2=CC(=C(C=C2)Cl)C2=NC=CC=C2)C=C1)Cl)=O)CCO N4-benzyl-2-chloro-N-(4-chloro-3-(pyridin-2-yl)phenyl)-N4-(2-hydroxyethyl)terephthalamide